CN(C=1C2=C(N=CN1)NC(=C2)C2=CC=C(C=C2)CO)CC2=NC(=CC=C2)C (4-(4-(Methyl((6-methylpyridin-2-yl)methyl)amino)-7H-pyrrolo[2,3-d]pyrimidin-6-yl)phenyl)methanol